2-(piperidin-4-yl)-1H-indole N1CCC(CC1)C=1NC2=CC=CC=C2C1